C(C)(C)OC(=O)C1=CN=CN(C1=O)NC1=C(C=C(C(=C1)[N+](=O)[O-])N1CCOCC1)OC ((2-methoxy-4-morpholinyl-5-nitrophenyl)amino)-6-oxo-1,6-dihydropyrimidine-5-carboxylic acid isopropyl ester